NC1=NC(=CC(=N1)C#N)C1=NN(C=C1CC1=C(C=CC=C1)OCCN1CCOCC1)C 2-amino-6-[1-methyl-4-[[2-(2-morpholinoethoxy)phenyl]methyl]pyrazol-3-yl]pyrimidine-4-carbonitrile